NC([C@H](C[C@H]1C(NC(C1)([2H])[2H])=O)NC(OC(C)(C)C)=O)=O tert-butyl ((S)-1-amino-1-oxo-3-((S)-2-oxopyrrolidin-3-yl-5,5-d2)propan-2-yl)carbamate